ACETIC ACID ETHENYL ESTER C(=C)OC(C)=O